5-((6-(3-(4-(8-Bromoquinoxalin-2-yl)-1H-pyrazol-1-yl)azetidin-1-yl)-6-oxohexyl)amino)-2-(2,6-dioxopiperidin-3-yl)isoindoline-1,3-dione BrC=1C=CC=C2N=CC(=NC12)C=1C=NN(C1)C1CN(C1)C(CCCCCNC=1C=C2C(N(C(C2=CC1)=O)C1C(NC(CC1)=O)=O)=O)=O